C[C@H]1[C@@H](C[C@H]([C@@H](O1)OCCCCCCCCCCC(=O)[O-])O)O The molecule is a hydroxy fatty acid ascaroside anion that is the conjugate base of oscr#18, obtained by deprotonation of the carboxy group; major species at pH 7.3. It is a conjugate base of an oscr#18.